BrC=1C(=NC=CC1)OC1CC1 3-bromo-2-cyclopropoxypyridine